5-(1-(2,2-difluoroethyl)-1H-benzo[d][1,2,3]triazol-6-yl)-6-fluoro-N-((3S,4S)-3-fluoro-1-(oxetan-3-yl-3-d)piperidin-4-yl)-4-methoxypyrrolo[2,1-f][1,2,4]triazin-2-amine FC(CN1N=NC2=C1C=C(C=C2)C=2C(=CN1N=C(N=C(C12)OC)N[C@@H]1[C@H](CN(CC1)C1(COC1)[2H])F)F)F